ethyl 2-amino-7,7,7-trifluoroheptanoate NC(C(=O)OCC)CCCCC(F)(F)F